C(CC)[Si](OCC)(OCC)OCC normal propyltriethoxysilane